(3S,6S,9aS)-6-(5-((diethoxyphosphoryl)difluoromethyl)benzo[b]thiophene-2-carboxamido)-5-oxooctahydro-1H-pyrrolo[1,2-a]azepine-3-carboxylic acid C(C)OP(=O)(OCC)C(C1=CC2=C(SC(=C2)C(=O)N[C@H]2CCC[C@@H]3N(C2=O)[C@@H](CC3)C(=O)O)C=C1)(F)F